C1(CCC1)CN1C2CC(CC1CC2)N2CCC(CC2)C=2C=C(C1=C(N(C(=N1)C1=CC=C(C=C1)S(=O)(=O)C)C)C2)C 6-(1-(8-(Cyclobutylmethyl)-8-azabicyclo[3.2.1]octan-3-yl)piperidin-4-yl)-1,4-dimethyl-2-(4-(methylsulfonyl)phenyl)-1H-benzo[d]imidazol